C(C)OC1=CC=C(C(=O)NC(C(=O)OCC)C(C(C)C)=O)C=C1 Ethyl 2-(4-ethoxybenzamido)-4-methyl-3-oxopentanoate